C(C1=CC=CC=C1)OC(=O)N1/C(/C(C(C1)(C)C1CC1)=O)=C/N(C)C (2E)-4-cyclopropyl-2-(dimethylaminomethylene)-4-methyl-3-oxo-pyrrolidine-1-carboxylic acid benzyl ester